CC[C@H](C)[C@H](C(=O)[O-])[NH3+] The molecule is a D-alpha-amino acid zwitterion resulting from a transfer of a proton from the carboxy group to the amino group of D-alloisoleucine; major species at pH 7.3. It is an enantiomer of a L-alloisoleucine zwitterion. It is a tautomer of a D-alloisoleucine.